Boc-D-Valine C(=O)(OC(C)(C)C)N[C@H](C(C)C)C(=O)O